FC1=C2C(=C(NC2=CC(=C1)F)C(=O)O)[2H] 4,6-difluoro-1H-indole-2-carboxylic acid-3-d